NCC1(CCN(CC1)CC#CC=1C=CC(=[N+](C1)[O-])[C@H](C)OC)C#N 5-(3-(4-(aminomethyl)-4-cyanopiperidin-1-yl)prop-1-yn-1-yl)-2-((S)-1-methoxyethyl)pyridine 1-oxide